ClC=1SC=C(N1)C1=CC=C(C=C1)F 2-chloro-4-(4-fluorophenyl)thiazole